S1C=NC2=C1C(=CC=C2)C2=CC=C(C=C2)N2CCN(CC2)C(=O)C=2N=C(SC2)C#C (4-(4-(benzo[d]thiazol-7-yl)phenyl)piperazin-1-yl)(2-ethynylthiazol-4-yl)methanone